C1(CCC1)C1=C(C=C2C=C(C(=NC2=C1)OC)C(=O)OCC)I ethyl 7-cyclobutyl-6-iodo-2-methoxyquinoline-3-carboxylate